Benzyl (4S)-4-fluoro-D-prolinate F[C@H]1C[C@@H](NC1)C(=O)OCC1=CC=CC=C1